(3S,4R)-N-(2,4-difluorophenyl)-1-methyl-4-[1-methyl-5-(trifluoromethyl)pyrazol-3-yl]-2-oxo-pyrrolidine-3-carboxamide FC1=C(C=CC(=C1)F)NC(=O)[C@H]1C(N(C[C@@H]1C1=NN(C(=C1)C(F)(F)F)C)C)=O